ClC=1C(=CC(=C(C(=O)NC=2C=C(C=CC2)[S@](=O)(C)=NC(OC(C)(C)C)=O)C1)N1C[C@H](OCC1)C(F)(F)F)C(F)(F)F tert-butyl ((R)-(3-(5-chloro-4-(trifluoromethyl)-2-((S)-2-(trifluoromethyl)morpholino)benzamido)phenyl)(methyl)(oxo)-λ6-sulfaneylidene)carbamate